C[C@@H]1N(CC1)C1=C(C#N)C(=CC(=N1)N1CC2(C1)CNC2)C(F)(F)F (S)-2-(2-Methylazetidin-1-yl)-6-(2,6-diazaspiro[3.3]heptan-2-yl)-4-(trifluoromethyl)nicotinonitrile